CC1C=2C3=C(C(=NN3CCN1C)C1=NNC=C1)N=C(C2)N2[C@@H](COCC2)C (3R)-4-(6,7-dimethyl-2-(1H-pyrazol-3-yl)-6,7,8,9-tetrahydro-1,3,7,9a-tetraazabenzo[cd]azulene-4-yl)-3-methylmorpholine